(R)-cyclopentyl-3-[4-(7H-pyrrolo[2,3-d]pyrimidin-4-yl)-1H-pyrazol-1-yl]propionitrile phosphate P(=O)(O)(O)O.C1(CCCC1)[C@@H](C#N)CN1N=CC(=C1)C=1C2=C(N=CN1)NC=C2